2,6-dichloro-3-{[(2,2-dimethylpropanoyl)amino]methyl}-N-{1-[3-methyl-4-(trifluoromethoxy)phenyl]-1H-indazole-4-yl}benzamide ClC1=C(C(=O)NC2=C3C=NN(C3=CC=C2)C2=CC(=C(C=C2)OC(F)(F)F)C)C(=CC=C1CNC(C(C)(C)C)=O)Cl